CYCLOPENTYL-4-(7-(HYDROXYMETHYL)-7H-PYRROLO[2,3-D]PYRIMIDIN-4-YL)-1H-PYRAZOLE-1-PROPANENITRILE C1(CCCC1)C1=NN(C=C1C=1C2=C(N=CN1)N(C=C2)CO)CCC#N